9-(9-phenyl-9H-carbazol-6-yl)-9H-benzocarbazol C1(=CC=CC=C1)N1C2=CC=C(C=C2C=2C=CC=CC12)C1C=C2N=C3C4=C(C=CC3=C2C=C1)C=CC=C4